(E)-3-(2-amino-5-bromophenyl)acrylic acid ethyl ester C(C)OC(\C=C\C1=C(C=CC(=C1)Br)N)=O